C(C1=CC=CC=C1)SC(C#N)C1=NN=NN1 benzylthiotetrazolyl-acetonitrile